rac-(4s,5r)-3-[6-(difluoromethyl)-2-methoxy-3-pyridinyl]-4,5-dimethyl-5-(trifluoromethyl)tetrahydrofuran-2-carboxylic acid ethyl ester C(C)OC(=O)C1O[C@]([C@H](C1C=1C(=NC(=CC1)C(F)F)OC)C)(C(F)(F)F)C |r|